1-(2,7-difluoro-9a,10-dihydroindeno[1,2-a]inden-4b(9H)-yl)-5-hydroxy-3-methyl-2,3-dihydro-1H-pyrido[2,1-f][1,2,4]triazine-4,6-dione FC=1C=C2CC3C(C2=CC1)(C=1C=CC(=CC1C3)F)N3N1C(C(N(C3)C)=O)=C(C(C=C1)=O)O